C(C)(C)(C)OC(=O)N1CCC(CC1)NC(=O)OCCCC[C@H](C(=O)OCC=C)NC(=O)OCC1C2=CC=CC=C2C=2C=CC=CC12.C(C)O[Si](CCCCCC(=O)NN)(OCC)OCC 6-(triethoxysilyl)hexanehydrazide tert-butyl-(R)-4-((((5-((((9H-fluoren-9-yl)methoxy)carbonyl)amino)-6-(allyloxy)-6-oxohexyl)oxy)carbonyl)amino)piperidine-1-carboxylate